methyl-2-(4-methoxystyryl)-3-morpholinobenzoate COC(C1=C(C(=CC=C1)N1CCOCC1)C=CC1=CC=C(C=C1)OC)=O